FC1=C(C=C(C(=C1)OC)OCCC)C=1C=C(C=NC1)C=1CB(OC1)O 4-(5-(2-fluoro-4-methoxy-5-propoxyphenyl)pyridin-3-yl)-1,2-oxaborol-2-ol